5-nitro-1,2,3,4-tetrahydroisoquinoline hydrochloride Cl.[N+](=O)([O-])C1=C2CCNCC2=CC=C1